C(#C)C=1C=CC=C2C=CC=C(C12)C1=C(C=2N=C(N=C(C2C=N1)N)OC[C@]12CCCN2C[C@@H](C1)F)F 7-(8-ethynylnaphthalen-1-yl)-8-fluoro-2-(((2R,7aS)-2-fluorotetrahydro-1H-pyrrolizin-7a(5H)-yl)methoxy)pyrido[4,3-d]pyrimidin-4-amine